(1S)-1-(5-iodo-2-pyrimidin-2-yl-1,2,4-triazol-3-yl)ethylamine-hydrochloride Cl.IC=1N=C(N(N1)C1=NC=CC=N1)[C@H](C)N